N[C@H](C(=O)N1CCC(CC1)[C@H](C1=C(C=C(C(=C1)Cl)Cl)O)N)C (S)-2-amino-1-(4-((R)-amino(4,5-dichloro-2-hydroxyphenyl)methyl)piperidin-1-yl)propan-1-one